ClC1=CC(=C2C(=N1)N(C=N2)COCC[Si](C)(C)C)Cl 2-[(5,7-dichloroimidazo[4,5-b]pyridin-3-yl)methoxy]ethyltrimethylsilane